((S)-5H-imidazo[5,1-a]isoindol-5-yl)-3-methyl-6,7-dihydro-5H-cyclopenta[c]pyridin-7-ol C=1N=CN2C1C1=CC=CC=C1[C@H]2C2=NC(=CC1=C2C(CC1)O)C